OC(CC=C)CCCCC 4-hydroxynonene